2,6-diphenylpyridin-benzonitrile C1(=CC=CC=C1)C1(NC(=CC=C1)C1=CC=CC=C1)C1=CC=CC=C1C#N